2-pyrazol-1-ylethanol N1(N=CC=C1)CCO